[Cl-].C(CCCCCCCCCCCCCCCCC)(=O)C([NH+](C)CC)C(CCCCCCCCCCCCCCCCC)=O distearoyl-ethyl-dimethyl-ammonium chloride